FC=1C=CC(=NC1)N1CC(CC1)C1=C(C=O)C=C(C=C1)O 2-(1-(5-fluoropyridyl)pyrrolidin-3-yl)-5-hydroxybenzaldehyde